FC=1C=C2C(=C(NC2=C(C1)F)C1=CC=C(C=C1)F)CCNC=O N-[2-[5,7-difluoro-2-(4-fluorophenyl)-1H-indol-3-yl]ethyl]formamide